COC=1C=C(C=CC(=O)O)C=C(C1OC)OC.C=C1CC=CC2=CC=CC=C12 Methylenenaphthalene 3,4,5-Trimethoxycinnamate